2-methyl-4H-benzopyran-4-one CC=1OC2=C(C(C1)=O)C=CC=C2